1,4-butanesultone C1CCCOS1(=O)=O